ClC1=C(C(=O)C=2C(=NN(C2C2=C(C(=NN2C)C)C(=O)[O-])C)C)C=CC(=C1CN1N=C(C=C1C)C)S(=O)(=O)C 4-{2-chloro-3-[(3,5-dimethyl-1H-pyrazol-1-yl) methyl]-4-(methylsulfonyl)-benzoyl}-1,3-dimethyl-1H-pyrazol-5-yl-1,3-dimethyl-1H-pyrazole-4-carboxylate